6-[[(2R,3R,4R,5S)-3-(3,4-difluoro-2-methoxy-phenyl)-4,5-dimethyl-5-(trifluoromethyl)tetrahydrofuran-2-carbonyl]amino]pyridine-2-carboxamide FC=1C(=C(C=CC1F)[C@@H]1[C@@H](O[C@@]([C@@H]1C)(C(F)(F)F)C)C(=O)NC1=CC=CC(=N1)C(=O)N)OC